CC1=CC(=NC=C1C=1C=NC2=CC(=NC=C2C1)NC)[C@@H](CC)O (1R)-1-{4-methyl-5-[7-(methylamino)-1,6-naphthyridin-3-yl]pyridin-2-yl}propan-1-ol